FC=1C=C(CN2C(C3=CC=C(C=C3C(C23CCCC3)C(=O)O)C3=C(C=CC=C3)NC(CC)=O)=O)C=CC1C(F)(F)F 2'-(3-fluoro-4-(trifluoromethyl)benzyl)-1'-oxo-6'-(2-propionamidophenyl)-1',4'-dihydro-2'H-spiro[cyclopentane-1,3'-isoquinoline]-4'-carboxylic acid